(R)-1-(4-methoxybenzyl)-6-(methoxymethoxy)-4-(2-methylpyrrolidin-1-yl)-1H-indazole-7-carbonitrile COC1=CC=C(CN2N=CC3=C(C=C(C(=C23)C#N)OCOC)N2[C@@H](CCC2)C)C=C1